1-(4-(2-Chlorophenyl)-3,4-dihydroquinoxalin-1(2H)-yl)-3-(4-methylpiperazin-1-yl)propan-1-one ClC1=C(C=CC=C1)N1CCN(C2=CC=CC=C12)C(CCN1CCN(CC1)C)=O